CN(OC)C([C@@H](CO[Si](C(C)(C)C)(C)C)NC(OCC1=CC=CC=C1)=O)=O (R)-benzyl (3,8,8,9,9-pentamethyl-4-oxo-2,7-dioxa-3-aza-8-siladecan-5-yl)carbamate